FC(C)(F)C1=NC(=CC(=N1)NC1=CC(=NC=C1F)NC(C)=O)C=1C=NN(C1)C(C)C N-(4-((2-(1,1-difluoroethyl)-6-(1-isopropyl-1H-pyrazol-4-yl)pyrimidin-4-yl)amino)-5-fluoropyridin-2-yl)acetamide